FC(CCC1=C(C=CC=C1)S(=O)(=O)N)(F)F 2-(3,3,3-trifluoropropyl)benzene-1-sulfonamide